CC(C)N(C)C 1,1-dimethyl-N,N-dimethyl-methylamine